O1C(CC1)CN1C=NC2=C1C=NC(=C2)C#N 3-(oxetan-2-ylmethyl)-3H-imidazo[4,5-C]pyridine-6-carbonitrile